(2-amino-5-(6-fluoro-5-methyl-2-(tetrahydro-2H-pyran-2-yl)-2H-indazol-4-yl)pyrazolo[1,5-a]pyridin-3-yl)(cyclopropyl)methanone NC1=NN2C(C=C(C=C2)C=2C3=CN(N=C3C=C(C2C)F)C2OCCCC2)=C1C(=O)C1CC1